ClC1=C(C=C(C=C1)C=1C(=CC=C2C(C=C(OC12)C(F)(F)F)=O)OCC1=CC=C(C=C1)Cl)C(F)(F)F 8-(4-chloro-3-(trifluoromethyl)phenyl)-7-((4-chlorobenzyl)oxy)-2-(trifluoromethyl)-4H-chromen-4-one